FC(C1=CC=C(C(=O)NCC(=O)N2CC3(OCCO3)C[C@H]2C(=O)O)C=C1)(C1=CC=CC=C1)F (S)-7-((4-(difluoro(phenyl)methyl)benzoyl)glycyl)-1,4-dioxa-7-azaspiro[4.4]nonane-8-carboxylic acid